Guanidinyl-Pyrrolidine 3-(1,1-dimethylethyl)-4-hydroxy-5-methylphenylacrylate CC(C)(C)C=1C=C(C=C(C1O)C)OC(C=C)=O.N(C(=N)N)N1CCCC1